C1(CC1)[C@H]1CN(CCN1)C=1N=NC(=CN1)C1=NC=C(C=C1O)C1=CC2=CN(N=C2C(=C1)F)C 2-{3-[(3S)-3-cyclopropylpiperazin-1-yl]-1,2,4-triazin-6-yl}-5-(7-fluoro-2-methyl-2H-indazol-5-yl)pyridin-3-ol